O=C1N(CC2=C3C(=CC=C12)NC1(CO3)CNC1)[C@@H]1C(NC(CC1)=O)=O (S)-3-(7'-oxo-7',9'-dihydro-2'H-spiro[azetidine-3,3'-[1,4]oxazino[2,3-e]isoindol]-8'(4'H)-yl)piperidine-2,6-dione